4-(4-(((4R)-4'-chloro-4-((3,5-dimethylpiperazin-1-yl)methyl)-4-methyl-3,4,5,6-tetrahydro-[1,1'-biphenyl]-2-yl)methyl)piperazin-1-yl)benzamide hydrochloride Cl.ClC1=CC=C(C=C1)C1=C(C[C@](CC1)(C)CN1CC(NC(C1)C)C)CN1CCN(CC1)C1=CC=C(C(=O)N)C=C1